2-chloro-N-[5-(2,2-difluoroethoxy)-3-fluoro-6-methoxy-2-pyridinyl]quinoline-5-sulfonamide ClC1=NC=2C=CC=C(C2C=C1)S(=O)(=O)NC1=NC(=C(C=C1F)OCC(F)F)OC